ClC1=C(C=2N=C(N=C(C2C=N1)N1CC(CCCC1)=O)OC[C@]12CCCN2C[C@@H](C1)F)F 1-(7-Chloro-8-fluoro-2-(((2R,7aS)-2-fluorotetrahydro-1H-pyrrolizin-7a(5H)-yl)methoxy)pyrido[4,3-d]pyrimidin-4-yl)azepan-3-one